C1(CC1)C1=CC=2OCC3N(C2N=C1)CCN(C3)C(CCOCCC)=O (2S)-1-(3-(3-cyclopropyl-6a,7,9,10-tetrahydropyrazino[1,2-d]pyrido[3,2-b][1,4]oxazin-8(6H)-yl)-3-oxopropoxy)propan